OCN1C(C(CCC1)(C[2H])C[2H])=O (hydroxymethyl)-3,3-bis(methyl-d)piperidin-2-one